1-(pyrimidin-5-ylmethyl)piperidin N1=CN=CC(=C1)CN1CCCCC1